C(C)N[C@H](CC1=CC=CC=C1)C(=O)[NH-] ethyl-D-phenylalanyl-amide